tetramethylene glycol tetraacrylate C(C=C)(=O)O.C(C=C)(=O)O.C(C=C)(=O)O.C(C=C)(=O)O.C(CCCO)O